BrC=1C(=NC(=NC1)Cl)NC1=C(C(=O)NOC)C=CC=C1 2-((5-bromo-2-chloropyrimidin-4-yl)amino)-N-methoxybenzamide